ClC1=NC=CC(=N1)CC(=O)C=1C(=C(C=CC1)NS(=O)(=O)C1=C(C=CC(=C1)F)F)F N-{3-[2-(2-chloropyrimidin-4-yl)-acetyl]-2-fluorophenyl}-2,5-difluorobenzenesulfonamide